[2-(2-fluoroethoxy)phenyl]methanone FCCOC1=C(C=CC=C1)C=O